Ethyl (Z)-2-(2-((4-methylcyclohexyl)imino)-5-oxo-4-(3-(trifluoro methyl) benzyl)-2,5-dihydrofuran-3-yl)acetate CC1CCC(CC1)\N=C\1/OC(C(=C1CC(=O)OCC)CC1=CC(=CC=C1)C(F)(F)F)=O